(S)-3-((tert-Butoxycarbonyl)amino)-4-phenylbutanoic acid C(C)(C)(C)OC(=O)N[C@H](CC(=O)O)CC1=CC=CC=C1